CSC([C@@H](C(=O)[O-])[NH3+])C(=O)[O-] The molecule is an alpha-amino-acid anion obtained by deprotonation of the two carboxy groups and protonation of the amino group of 3-methylthioaspartic acid. It is an alpha-amino-acid anion and a sulfur-containing amino-acid anion. It is a conjugate base of a 3-methylthioaspartic acid.